OCCN(C1=CC=C(N)C=C1)CCO 4-bis(2-hydroxyethyl)aminoaniline